2,6-dihydroxybenzamide OC1=C(C(=O)N)C(=CC=C1)O